4-(2-((tert-butoxycarbonyl) amino) pyridin-3-yl)-4-hydroxyazepan-1-carboxylate C(C)(C)(C)OC(=O)NC1=NC=CC=C1C1(CCN(CCC1)C(=O)[O-])O